1-(2,2-difluoropropionyl)piperazine FC(C(=O)N1CCNCC1)(C)F